13,13-difluoro-6-(1H-imidazol-5-yl)-11-methyl-5-[3-(trifluoromethyl)-1H-1,2,4-triazol-5-yl]-2,4,7,11-tetraazatricyclo[7.4.0.03,7]trideca-1,3,5,8-tetraene FC1(CN(CC2=CN3C(=C(N=C3N=C12)C1=NC(=NN1)C(F)(F)F)C1=CN=CN1)C)F